6-acetamido-N-(4-(piperazin-1-yl)phenyl)-4-trifluoromethylquinolin-2-amine C(C)(=O)NC=1C=C2C(=CC(=NC2=CC1)NC1=CC=C(C=C1)N1CCNCC1)C(F)(F)F